COC1=CC=C(CSSC=CCS(=O)(=O)CC2=CC=C(C=C2)C(F)(F)F)C=C1 1-(4-methoxybenzyl)-2-(3-((4-(trifluoromethyl)benzyl)sulfonyl)prop-1-en-1-yl)disulfane